The molecule is a 2,6-diaminopurine that is an analogue of abacavir in which the cyclopropylamino group at position 6 of the purine moiety is replaced by an azetidin-1-yl group. One of a series of synthesised abacavir analogues with antiviral activity found to stimulate IFN-gamma secretion in abacavir-responsive clones. It has a role as an antiviral agent. It derives from an abacavir. C1CN(C1)C2=NC(=NC3=C2N=CN3[C@@H]4C[C@@H](C=C4)CO)N